3-(4-(methylthio)phenyl)propan-1-ol CSC1=CC=C(C=C1)CCCO